[(2R,3R,4R,5R,6R)-3,4,5-triacetoxy-6-[3-[4-[3-[(2R,3R,4R,5R,6R)-3,4,5-triacetoxy-6-(acetoxymethyl)tetrahydropyran-2-yl]phenyl]phenyl]phenyl]tetrahydropyran-2-yl]methyl acetate C(C)(=O)OC[C@H]1O[C@@H]([C@H]([C@H]([C@@H]1OC(C)=O)OC(C)=O)OC(C)=O)C1=CC(=CC=C1)C1=CC=C(C=C1)C1=CC(=CC=C1)[C@H]1O[C@@H]([C@H]([C@@H]([C@@H]1OC(C)=O)OC(C)=O)OC(C)=O)COC(C)=O